N2-((3S,4R)-3-fluoro-1-(oxetan-3-yl)piperidin-4-yl)-5-(imidazo[1,2-b]pyridazin-6-yl)-N4-methyl-7H-pyrrolo[2,3-d]pyrimidine-2,4-diamine F[C@H]1CN(CC[C@H]1NC=1N=C(C2=C(N1)NC=C2C=2C=CC=1N(N2)C=CN1)NC)C1COC1